5-(4-Piperidin-4-yl-phenylamino)-3-aza-bicyclo[3.1.1]heptane-2,4-dione hydrochloride Cl.N1CCC(CC1)C1=CC=C(C=C1)NC12C(NC(C(C1)C2)=O)=O